C1(CCCCC1)N(NCC)C1CCCCC1 N-dicyclohexylaminoethyl-amine